(R)-2-Amino-2-(2-(2,2,2-trifluoroethoxy)pyridin-4-yl)ethan-1-ol hydrochloride Cl.N[C@@H](CO)C1=CC(=NC=C1)OCC(F)(F)F